tritriacontan CCCCCCCCCCCCCCCCCCCCCCCCCCCCCCCCC